3-hydroxy-4-(5-hydroxy-3,6-diisoprenyl-7-methoxy-4-oxo-4H-chromen-2-yl)phenolate OC=1C=C(C=CC1C=1OC2=CC(=C(C(=C2C(C1C=CC(C)=C)=O)O)C=CC(C)=C)OC)[O-]